C1(=CC=CC=C1)C(=O)N1CCNCC1 phenyl(piperazin-1-yl)methanone